((2,6-difluoro-4-(5-propyl-1,3-dioxan-2-yl)phenyl)ethynyl)trimethylsilane 4-bromophenyl-methyl-iminodiacetate BrC1=CC=C(C=C1)C(C(=O)O)(NCC(=O)O)C.FC1=C(C(=CC(=C1)C1OCC(CO1)CCC)F)C#C[Si](C)(C)C